1-(4-amino-9,9-dimethyl-5-(1H-pyrrolo[2,3-b]pyridin-2-yl)-8,9-dihydropyrazino[1',2':1,5]pyrrolo[2,3-d]pyrimidin-7(6H)-yl)ethan-1-one NC=1C2=C(N=CN1)N1C(=C2C2=CC=3C(=NC=CC3)N2)CN(CC1(C)C)C(C)=O